5-benzyl-tryptamine C(C1=CC=CC=C1)C1=CC=C2NC=C(CCN)C2=C1